(2S)-Ethyl 2-(2-(3-(5-((1-Cyclopropyl-2,2,2-Trifluoroethyl)Carbamoyl)-1H-Pyrazol-3-Yl)Phenyl)Oxazole-5-Carboxamido)-3-Methylbutanoate C1(CC1)C(C(F)(F)F)NC(=O)C1=CC(=NN1)C=1C=C(C=CC1)C=1OC(=CN1)C(=O)N[C@H](C(=O)OCC)C(C)C